ethyl octadecanoate ethyl-behenate C(C)OC(CCCCCCCCCCCCCCCCCCCCC)=O.C(CCCCCCCCCCCCCCCCC)(=O)OCC